OC=1C(C=CC=C(C1)C=1C=NC(=CC1)OC)=O 2-hydroxy-4-(6-methoxypyridin-3-yl)cyclohepta-2,4,6-trien-1-one